OC1(C2=CC=CC=C2C=2C=CC=CC12)C(=O)N[C@@H](C(=O)N[C@@H](C[C@@H]1C(NCC1)=O)C(CO)=O)CC(C)(C)C 9-hydroxy-N-((R)-1-(((S)-4-hydroxy-3-oxo-1-((R)-2-oxopyrrolidin-3-yl)butan-2-yl)amino)-4,4-dimethyl-1-oxopentan-2-yl)-9H-fluorene-9-carboxamide